CC1=CC(=NO1)C(=O)NC1=C(C=CC(=C1)NC(C1=CC(=CC(=C1)C(F)(F)F)N1C(=NC=C1)C)=O)C 5-methyl-N-(2-methyl-5-(3-(2-methyl-1H-imidazol-1-yl)-5-(trifluoromethyl)benzamido)phenyl)isoxazole-3-Carboxamide